6-{[(bis{2-[(6-[2-[(α-D-mannopyranosyl)-(1→3)-[(α-D-mannopyranosyl)-(1→6)]-(α-D-mannopyranosyl)]ethyl]amino-6-oxohexyl)amino]-2-oxoethyl}amino)acetyl]amino}hexanoic acid [C@H]1([C@@H](O)[C@@H](O)[C@H](O)[C@H](O1)CO)O[C@@H]1[C@@H]([C@@](O[C@@H]([C@H]1O)CO)(CCNC(CCCCCNC(CN(CC(NCCCCCC(NCC[C@]1([C@@H](O)[C@@H](O[C@@H]2[C@@H](O)[C@@H](O)[C@H](O)[C@H](O2)CO)[C@H](O)[C@H](O1)CO)[C@@H]1[C@@H](O)[C@@H](O)[C@H](O)[C@H](O1)CO)=O)=O)CC(=O)NCCCCCC(=O)O)=O)=O)[C@@H]1[C@@H](O)[C@@H](O)[C@H](O)[C@H](O1)CO)O